(7S,8R)-2-((5-((R)-2-azidobut-2-yl)-8-(((R)-4-(methylsulfonyl)butan-2-yl)oxy)-2,7-naphthyridin-3-yl)amino)-7,8-dimethyl-7,8-dihydro-5H-pyrano[4,3-b]pyridin-5-one N(=[N+]=[N-])[C@](C)(CC)C1=C2C=C(N=CC2=C(N=C1)O[C@H](C)CCS(=O)(=O)C)NC1=CC=C2C(=N1)[C@H]([C@@H](OC2=O)C)C